4-((tert-butoxycarbonyl)amino)bicyclo[2.1.1]Hexane-1-carboxylic acid C(C)(C)(C)OC(=O)NC12CCC(C1)(C2)C(=O)O